1-((3-methyloxetan-3-yl)methyl)-3-(5-(pyridin-3-yl)-1H-benzo[d]imidazol-2-yl)urea CC1(COC1)CNC(=O)NC1=NC2=C(N1)C=CC(=C2)C=2C=NC=CC2